ClC1=C(C=CC(=C1)NCC=1SC(=CC1)Cl)NC(CC1=CC=C(C=C1)Cl)=O N-{2-Chloro-4-[(5-chloro-thiophen-2-ylmethyl)-amino]-phenyl}-2-(4-chlorophenyl)-acetamide